tert-butyl N-(3-cyanopropyl)carbamate CC(C)(C)OC(=O)NCCCC#N